N[C@@H](CCC(=O)O)C(=O)O.N[C@@H](CCC(=O)O)C(=O)O glutamic acid (Glutamate)